(3R)-3-(2-isopropylphenyl)-1-methylpiperazine C(C)(C)C1=C(C=CC=C1)[C@@H]1CN(CCN1)C